CSC=1C2=C(N=C(N1)C1=CC=CC=C1)SC(=C2C(=C)C)C(=O)N2CCCCC2 (4-(methylthio)-2-phenyl-5-(prop-1-en-2-yl)thieno[2,3-d]pyrimidin-6-yl)(piperidin-1-yl)methanone